C(C(O)CC(=O)O)(=O)O.C(C(O)CC(=O)O)(=O)O.C(COCCOCCO)O triethylene glycol dimalate